C/C(/CO)=C/CC[C@@]1([C@H]2CC[C@@H](C1=C)C2)C (-)-(2Z)-2-methyl-5-[(1S,2R,4R)-2-methyl-3-methylenebicyclo[2.2.1]hept-2-yl]-2-penten-1-ol